ClC1=C(C=2N=C(N=C3C2C(=N1)OC[C@@H](N3[C@@H](C(=O)N)C)C)OC[C@]31CCCN1C[C@@H](C3)F)F (R)-2-((S)-5-chloro-4-fluoro-2-(((2R,7aS)-2-fluorotetrahydro-1H-pyrrolizin-7a(5H)-yl)methoxy)-9-methyl-8,9-dihydro-10H-7-oxa-1,3,6,10-tetraazacyclohepta[de]naphthalen-10-yl)propanamide